N-(4-((2-(1,1-difluoroethyl)-6-(1-ethyl-1H-pyrazol-4-yl)pyrimidin-4-yl)amino)-5-methoxypyridin-2-yl)acetamide FC(C)(F)C1=NC(=CC(=N1)NC1=CC(=NC=C1OC)NC(C)=O)C=1C=NN(C1)CC